3-(4-chlorophenyl)-N-(4-pyridylmethyl)adamantane-1-carboxamide ClC1=CC=C(C=C1)C12CC3(CC(CC(C1)C3)C2)C(=O)NCC2=CC=NC=C2